CNOCCCC(=O)O 4-((methylamino)oxy)butanoic acid